1-(6-((1S,3R)-2-(bicyclo[1.1.1]pentan-1-yl)-3-methyl-2,3,4,9-tetrahydro-1H-pyrido[3,4-b]indol-1-yl)pyridin-3-yl)-N-(3-fluoropropyl)azetidin-3-amine C12(CC(C1)C2)N2[C@@H](C=1NC3=CC=CC=C3C1C[C@H]2C)C2=CC=C(C=N2)N2CC(C2)NCCCF